OC[C@H](CCCNC(OCC1=CC=CC=C1)=O)NC(OC(C)(C)C)=O (S)-benzyl tert-butyl (5-hydroxypentane-1,4-diyl)dicarbamate